(3S,7S,14S)-14-(4-hydroxybenzyl)-5,13,16-trioxo-4,6,12,15-tetraazaoctadecane-1,3,7,18-tetracarboxylic acid OC1=CC=C(C[C@@H](C(NCCCC[C@H](NC(N[C@@H](CCC(=O)O)C(=O)O)=O)C(=O)O)=O)NC(CCC(=O)O)=O)C=C1